2-(1-((2-chloro-4-morpholinothieno[3,2-d]pyrimidin-6-yl)methyl)piperidin-4-yl)propan-2-ol ClC=1N=C(C2=C(N1)C=C(S2)CN2CCC(CC2)C(C)(C)O)N2CCOCC2